2-fluoro-3-(propan-2-yloxy)benzene FC1=CC=CC=C1OC(C)C